N'-(4-(3-((2-bromo-5-fluorobenzyl)oxy)oxetan-3-yl)-5-fluoro-2-methylphenyl)-N-ethyl-N-methylformimidamide BrC1=C(COC2(COC2)C2=CC(=C(C=C2F)N=CN(C)CC)C)C=C(C=C1)F